CC1NS(OC1)(=O)=O 4-methyl-2,2-dioxo-oxathiazolidine